[Cl-].[Cl-].CC1=C(C(=CC(=C1)C)C)N1C(N(CC1)C1=C(C=C(C=C1C)C)C)=C1C(C(=[C+]N=C1)C=1[C+]=NC=CC1)=CC1=CC=CC=C1 [1,3-bis(2,4,6-trimethylphenyl)-2-imidazolidinylidene](phenylmethylene)bipyridylium dichloride